1,3-dibenzyl-imidazolium bromide [Br-].C(C1=CC=CC=C1)N1C=[N+](C=C1)CC1=CC=CC=C1